{2-[2-(diphenylphosphanyl)phenoxy]phenyl}diphenylphosphane C1(=CC=CC=C1)P(C1=C(OC2=C(C=CC=C2)P(C2=CC=CC=C2)C2=CC=CC=C2)C=CC=C1)C1=CC=CC=C1